NC1=C(SC2=NC(=CC(=C21)C)C)C(=O)NC2CC=1C=CC(=NC1CC2)N2CC1(OC3(CC3)CO1)C(C2)N 3-amino-N-(2-{9-amino-4,10-dioxa-7-azadispiro[2.1.45.23]undecan-7-yl}-5,6,7,8-tetrahydroquinolin-6-yl)-4,6-dimethylthieno[2,3-b]pyridine-2-carboxamide